2-(4-(2-fluoroethoxy)phenyl)ethylamine FCCOC1=CC=C(C=C1)CCN